3-((6-(trifluoromethyl)pyridin-3-yl)oxy)propan-1-amine hydrochloride Cl.FC(C1=CC=C(C=N1)OCCCN)(F)F